C(#N)C1=CC=C(C=C1)C=1N=CN(C1C=1C=CC=2N(N1)C(=CN2)C#N)CC(F)F 6-(4-(4-cyanophenyl)-1-(2,2-difluoro-ethyl)-1H-imidazol-5-yl)imidazo[1,2-b]pyridazine-3-carbonitrile